C(C)(C)(C)OC(NC1=C(C=C(C(=C1)Br)C(F)(F)F)I)=O (5-bromo-2-iodo-4-(trifluoromethyl)phenyl)carbamic acid tert-butyl ester